N-(3-methoxyphenyl)-N,2-dimethylbutanamide COC=1C=C(C=CC1)N(C(C(CC)C)=O)C